P(=O)(O)(O)O.C(CC(O)(C(=O)O)CC(=O)O)(=O)O.N1=CN=C2N=CNC2=C1N Adenine citrate phosphate